C(#N)C1=C(OC=2C=C3C(N(C=NC3=CC2)CCC(C)C2CCNCC2)=O)C(=CC=C1NS(N(C)CC)(=O)=O)F 6-[2-cyano-3-[[ethyl(methyl)sulfamoyl]amino]-6-fluoro-phenoxy]-4-oxo-3-[3-(4-piperidyl)butyl]quinazoline